3-Methyl-4-((4-(piperidin-1-yl)-5-(trifluoromethyl)pyrimidin-2-yl)amino)benzenesulfonyl chloride CC=1C=C(C=CC1NC1=NC=C(C(=N1)N1CCCCC1)C(F)(F)F)S(=O)(=O)Cl